2-amino-1-(5-methoxy-1H-indol-3-yl)ethan-1-one acetate C(C)(=O)O.NCC(=O)C1=CNC2=CC=C(C=C12)OC